2,4-dihydroxy-5-isopropyl-N-(1-methyl-1H-pyrazolo[3,4-b]pyridin-5-yl)-N-propylbenzamide OC1=C(C(=O)N(CCC)C=2C=C3C(=NC2)N(N=C3)C)C=C(C(=C1)O)C(C)C